COC1=NC(=CC2=C1N=CN=C2O)N2CCN(CC2)C 8-methoxy-6-(4-methylpiperazin-1-yl)pyrido[3,4-d]pyrimidin-4-ol